O1C(OCC1)C1=C(C=C(C(=O)O)C=C1)OCC1=CC=C(C=C1)OC 4-(1,3-dioxolan-2-yl)-3-((4-methoxybenzyl)oxy)benzoic acid